C(C)C(C)CCCC.C(C)[N+](C)(CC)CC triethylmethylammonium 2-ethyl-hexane salt